(1H-indol-4-yl)-5-(trifluoromethyl)pyrazole-4-carboxylic acid N1C=CC2=C(C=CC=C12)C1=NNC(=C1C(=O)O)C(F)(F)F